1-((6-acetylpyridin-3-yl)methyl)-3,7-dimethyl-1H-purine-2,6(3h,7H)-dione C(C)(=O)C1=CC=C(C=N1)CN1C(N(C=2N=CN(C2C1=O)C)C)=O